3-methyl-1,2,3,4-tetrahydroquinoline CC1CNC2=CC=CC=C2C1